3-((tert-butoxycarbonyl)amino)acrylic acid C(C)(C)(C)OC(=O)NC=CC(=O)O